copper(I) 1-butanethiolate C(CCC)[S-].[Cu+]